((Z)-[(3S)-6-chloro-5-(3-fluoro-2-pyridyl)-3-methyl-7-(trifluoromethyl)-1,3-dihydro-1,4-benzodiazepin-2-ylidene]amino)propan-2-ol ClC1=C(C=CC2=C1C(=N[C@H](/C(/N2)=N/CC(C)O)C)C2=NC=CC=C2F)C(F)(F)F